(S)-alpha-ethyl-2-oxo-1-pyrrolidineacetic acid (R)-methylbenzylamine salt CNCC1=CC=CC=C1.C(C)[C@@H](C(=O)O)N1C(CCC1)=O